N1=CN=CC2=C1N1C(=C2)N(CC1)NC(=O)[O-] 7,8-dihydro-6H-imidazo[1',2':1,5]pyrrolo[2,3-d]pyrimidine-6-carbamate